6-Chloro-9-pentyl-2-(propylthio)-9H-purine ClC1=C2N=CN(C2=NC(=N1)SCCC)CCCCC